C(C(O)CC(=O)N)(=O)O Malamic acid